tert-butyl (E)-3-(3-fluoro-4-methoxyphenyl)-3-(5-(3-(2-methyl-1,3-dioxolan-2-yl)prop-1-en-1-yl)-1-((2-(trimethylsilyl)ethoxy)methyl)-1H-pyrazol-3-yl)propanoate FC=1C=C(C=CC1OC)C(CC(=O)OC(C)(C)C)C1=NN(C(=C1)\C=C\CC1(OCCO1)C)COCC[Si](C)(C)C